bis(2,4,6-trimethylbenzoyl)-2-methylphenyl-phosphine oxide CC1=C(C(=O)P(C2=C(C=CC=C2)C)(C(C2=C(C=C(C=C2C)C)C)=O)=O)C(=CC(=C1)C)C